acrylic acid amide butyrate C(CCC)(=O)O.C(C=C)(=O)N